2-(1-(2,6-dichloropyridin-4-yl)-3-methylenecyclobutanecarbonyl)-N-methylthiosemicarbazide ClC1=NC(=CC(=C1)C1(CC(C1)=C)C(=O)N(NC)C(=S)N)Cl